FC1=CC=C(COC=2C=C(OC[C@@H](CN(C(OC(C)(C)C)=O)CCOCCOCCOCCOCCCC(=O)OCC)O)C=CC2OCC2=CC=C(C=C2)F)C=C1 ethyl (R)-5-(3-(3,4-bis((4-fluorobenzyl)oxy)phenoxy)-2-hydroxypropyl)-2,2-dimethyl-4-oxo-3,8,11,14,17-pentaoxa-5-azahenicosan-21-oate